(S)-N-(5-(2-(2-aminopyridin-3-yl)-5-(trifluoromethyl)-3H-imidazo[4,5-b]pyridin-3-yl)-2,3-dihydro-1H-inden-1-yl)-3-formyl-4-hydroxybenzamide NC1=NC=CC=C1C1=NC=2C(=NC(=CC2)C(F)(F)F)N1C=1C=C2CC[C@@H](C2=CC1)NC(C1=CC(=C(C=C1)O)C=O)=O